FC(C(CN[C@H]1CCC=2C=3C1=C1C(=NC3C=C(C2C)F)C2=CC3=C(C(N2C1)=O)COC([C@]3(O)CC)=O)O)F (1S,9S)-1-((3,3-difluoro-2-hydroxypropyl)amino)-9-ethyl-5-fluoro-9-hydroxy-4-methyl-1,2,3,9,12,15-hexahydro-10H,13H-benzo[de]pyrano[3',4':6,7]indolizino[1,2-b]quinoline-10,13-dione